[N+](=O)([O-])C12CN3CC(CC(C1)(C3)[N+](=O)[O-])(C2)[N+](=O)[O-] 3,5,7-trinitro-1-azaadamantane